COC1=C(C=CC=C1)C=1C(=NC(=NC1)C1=CC=CC=C1)C(=O)OCC Ethyl 5-(2-Methoxyphenyl)-2-phenylpyrimidine-4-carboxylate